N-(4-((1R,5S)-3,8-diazabicyclo[3.2.1]oct-3-yl)-2-fluorophenyl)-2-methylimidazo[1,2-a]pyrazine-6-carboxamide hydrochloride Cl.[C@H]12CN(C[C@H](CC1)N2)C2=CC(=C(C=C2)NC(=O)C=2N=CC=1N(C2)C=C(N1)C)F